6-[4-[acetyl-(propyl)amino]-3-chloro-phenyl]-N-(3-pyridylmethyl)pyridine-3-carboxamide C(C)(=O)N(C1=C(C=C(C=C1)C1=CC=C(C=N1)C(=O)NCC=1C=NC=CC1)Cl)CCC